C1(CC1)CN1CC(CCC1)C(=O)C1=C(C=CC=C1)OC (1-(cyclopropylmethyl)piperidin-3-yl)(2-methoxyphenyl)methanone